4-[6-({5-[6-ethoxy-5-(trifluoromethyl)pyridin-3-yl]-7-({[1-(methoxymethyl)cyclopentyl]methyl}(methyl)amino)-1H-imidazo[4,5-b]pyridin-2-yl}carbamoyl)pyridin-3-yl]butanoic acid C(C)OC1=C(C=C(C=N1)C1=CC(=C2C(=N1)N=C(N2)NC(=O)C2=CC=C(C=N2)CCCC(=O)O)N(C)CC2(CCCC2)COC)C(F)(F)F